1-(1-(benzo[d]thiazol-2-yl)piperidin-4-yl)-6-fluoro-4-methyl-1,4-dihydroquinoxaline S1C(=NC2=C1C=CC=C2)N2CCC(CC2)N2C=CN(C1=CC(=CC=C21)F)C